ClC=1C=C(C(=NC1)OC1=C(C=CC=C1)I)F 5-chloro-3-fluoro-2-(2-iodophenoxy)pyridine